6-(2,4-Difluoro-benzyl)-3,3-dimethyl-2,3-dihydro-1H-pyrrolo[3,2-c]pyridine, Hydrochloride Salt Cl.FC1=C(CC2=CC3=C(C=N2)C(CN3)(C)C)C=CC(=C1)F